ClC1=CC=C2C(=N1)C(=CN2)NC2=NC1=C(N2C)C=C(C=C1)OC N-(5-Chloro-1H-pyrrolo[3,2-b]pyridin-3-yl)-6-methoxy-1-methyl-1H-benzo[d]imidazol-2-amine